BrC=1C=CC=C2C(=NN(C12)C)C(F)F 7-bromo-3-(difluoromethyl)-1-methyl-1H-indazole